N1C(=NC2=C1C=CC=C2)NC2=NC1=C(C=CC=C1C=C2)Cl N-(1H-benzo[D]imidazol-2-yl)-8-chloroquinolin-2-amine